FC1(OC2=C(O1)C=CC(=C2)C(C)O)F 1-(2,2-difluorobenzo[d][1,3]dioxol-5-yl)ethanol